4-[(Tert-butoxycarbonyl)amino]-1-methylpyrrole C(C)(C)(C)OC(=O)NC=1C=CN(C1)C